FC1=CC=C(C=C1)C1=CC=C2C=NN=CC2=C1 7-(4-Fluorophenyl)phthalazin